CC1(OC(=CC(O1)=C)O[Si](C)(C)C)C ((2,2-dimethyl-4-methylene-4H-1,3-dioxin-6-yl)oxy)trimethylsilane